2-(6-{5-chloro-2-[(Oxacyclohex-4-yl)amino]pyrimidin-4-yl}-1-oxo-2,3-dihydro-1H-isoindol-2-yl)-N-[(1S)-1-(4-fluoro-3-methylphenyl)-2-hydroxyethyl]acetamide ClC=1C(=NC(=NC1)NC1CCOCC1)C1=CC=C2CN(C(C2=C1)=O)CC(=O)N[C@H](CO)C1=CC(=C(C=C1)F)C